4-(2-chloro-4-fluoro-4-fluorophenyl)-N-(2-fluoro-phenyl)-1,3-dimethyl-1H-pyrazol-5-amine ClC1=C(C=CC(C1)(F)F)C=1C(=NN(C1NC1=C(C=CC=C1)F)C)C